FC=1C=C(C=CC1O)C1CCN(CC1)C(=O)OC(C)(C)C tert-Butyl 4-(3-fluoro-4-hydroxyphenyl)piperidine-1-carboxylate